C(N)(OC=1C=C2C(=CN(C2=CC1)C1CCN(CC1)[C@@H]1CC[C@@H](CC1)C(C)C)CN1CCCC1)=O 1-(1-(cis-4-isopropylcyclohexyl) piperidin-4-yl)-3-(pyrrolidin-1-ylmethyl)-1H-indol-5-yl carbamate